ClCC1=CC=C(C(=N1)F)C1C(NC(CC1)=O)=O 3-(6-(Chloromethyl)-2-fluoropyridin-3-yl)piperidine-2,6-dione